(R)-5-((((3'-chloro-2'-(2-chloro-3-((2-fluoro-3-(((3-fluoropropyl)amino)methyl)phenyl)amino)phenyl)-6-methoxy-[2,4'-bipyridin]-5-yl)methyl)amino)methyl)pyrrolidin-2-one ClC=1C(=NC=CC1C1=NC(=C(C=C1)CNC[C@H]1CCC(N1)=O)OC)C1=C(C(=CC=C1)NC1=C(C(=CC=C1)CNCCCF)F)Cl